OCCN(CCCCCCCCCC(=O)N(CCCCCCCCCC)CCCCCCCCCC)CCCCCCCCCC(=O)N(CCCCCCCCCC)CCCCCCCCCC 10,10'-((2-Hydroxyethyl)Azanediyl)Bis(N,N-Didecyldecanamide)